CN1N=CC(=C1)C=1C=C2N(N=CC=C2N2C[C@@H]3CCC(C2)N3C3CC(C3)O)C1 (1S,3s)-3-(3-(6-(1-methyl-1H-pyrazol-4-yl)pyrrolo[1,2-b]pyridazin-4-yl)-3,8-diazabicyclo[3.2.1]octan-8-yl)cyclobutan-1-ol